CC(C(=O)O)C.C(C(=O)O)(=O)O oxalic acid dimethyl-acetate